tert-butyl 3-(4-(3-cyano-6-(2-hydroxy-2-methylpropyloxy) pyrazolo[1,5-a]pyridin-4-yl) phenyl)-3,6-diazabicyclo[3.1.1]heptane-6-carboxylate C(#N)C=1C=NN2C1C(=CC(=C2)OCC(C)(C)O)C2=CC=C(C=C2)N2CC1N(C(C2)C1)C(=O)OC(C)(C)C